S1C(=NC2=C1C=CC=C2)SC2CCN(CC2)C(=O)NC2=CC=CC=C2 4-(benzo[d]thiazol-2-ylsulfanyl)-N-phenylpiperidine-1-carboxamide